6-[3-[Hydroxy-phenyl-[4-(trifluoromethyl)phenyl]methyl]azetidine-1-carbonyl]-4H-1,4-benzoxazin-3-one OC(C1CN(C1)C(=O)C=1C=CC2=C(NC(CO2)=O)C1)(C1=CC=C(C=C1)C(F)(F)F)C1=CC=CC=C1